1-(3,5-diisopropyl-[1,1'-biphenyl]-4-yl)-2-(naphtho[2,3-B]benzofuran-4-yl)-1H-benzo[d]imidazole C(C)(C)C=1C=C(C=C(C1N1C(=NC2=C1C=CC=C2)C2=CC=CC=1C3=C(OC12)C=C1C=CC=CC1=C3)C(C)C)C3=CC=CC=C3